5-amino-N-[(dimethylamino)methylidene]-5'-(trifluoromethyl)-2,3'-bipyridine-3-sulfonamide NC=1C=C(C(=NC1)C=1C=NC=C(C1)C(F)(F)F)S(=O)(=O)N=CN(C)C